S(=O)(=O)([O-])SS(=O)(=O)[O-].[Cr+3].[Cr+3].S(=O)(=O)([O-])SS(=O)(=O)[O-].S(=O)(=O)([O-])SS(=O)(=O)[O-] dichromium trithionate